P(=O)(OCCN)(OCC(C(=O)OC(C)(C)C)NC(=O)OC(C)(C)C)[O-] 2-aminoethyl (3-(tert-butoxy)-2-((tertbutoxycarbonyl)amino)-3-oxopropyl) phosphate